tert-butyl ((4R,5S)-7-ethyl-4-(3-((E)-N-methyl-2-((4-(oxetan-3-yl)piperazin-1-yl)methyl)but-2-enamido)phenyl)-6-oxo-1-phenyl-4,5,6,7-tetrahydro-1H-pyrazolo[3,4-b]pyridin-5-yl)carbamate C(C)N1C2=C([C@H]([C@@H](C1=O)NC(OC(C)(C)C)=O)C1=CC(=CC=C1)N(C(\C(=C\C)\CN1CCN(CC1)C1COC1)=O)C)C=NN2C2=CC=CC=C2